C(C=C)(=O)NC1=CC=C(C(=O)N[C@H]2C[C@@H](CCC2)NC=2C3=C(NN2)C(N(C3)C(=O)N[C@H](CN(C)C)C3=CC=CC=C3)(C)C)C=C1 3-(((1R,3R)-3-(4-acrylamidobenzamido)cyclohexyl)amino)-N-((S)-2-(dimethylamino)-1-phenylethyl)-6,6-dimethyl-4,6-dihydropyrrolo[3,4-c]pyrazole-5(1H)-carboxamide